2,3-diphenylpyrido[3,2,1-kl]phenothiazin-12-ium hexafluoroantimonate F[Sb-](F)(F)(F)(F)F.C1(=CC=CC=C1)C=1C(=C2C=CC=C3SC=4C=CC=CC4[N+](=C23)C1)C1=CC=CC=C1